ClC1=C(C=CC=C1Cl)C=1C=2N(C(=NC1C)N1CCC3(CCC[C@H]3N)CC1)C=CN2 (R)-8-(8-(2,3-dichlorophenyl)-7-methylimidazo[1,2-c]pyrimidin-5-yl)-8-azaspiro[4.5]decan-1-amine